BrC1=CC(=CC=C1)S(=O)(=O)C 1-bromo-3-(methyl-sulfonyl)benzene